(cyclopropyl-(2-(methanesulfonyl)pyrimidin-4-yl)methyl)carbamic acid benzyl ester C(C1=CC=CC=C1)OC(NC(C1=NC(=NC=C1)S(=O)(=O)C)C1CC1)=O